dimethylcarbamoyl-2-methyl-piperazine-1-carboxylic acid CN(C(=O)C1(N(CCNC1)C(=O)O)C)C